N[C@@H](C)C(=O)OCCC(C)(C)C 3,3-dimethylbutyl L-alaninate